3-[(4-fluorophenoxy)methyl]-2-[6-methyl-3-(2H-1,2,3-triazol-2-yl)pyridine-2-carbonyl]-2-azabicyclo[3.1.1]heptane FC1=CC=C(OCC2N(C3CC(C2)C3)C(=O)C3=NC(=CC=C3N3N=CC=N3)C)C=C1